5-[(2-(1,3-dihydro-2H-isoindol-2-yl)-2-oxoethyl)sulfanyl]thiophene-2-carbaldehyde C1N(CC2=CC=CC=C12)C(CSC1=CC=C(S1)C=O)=O